4-[3-[(4-methoxyphenyl)methylsulfanyl]-2-nitro-anilino]cyclohexanecarboxylic acid methyl ester COC(=O)C1CCC(CC1)NC1=C(C(=CC=C1)SCC1=CC=C(C=C1)OC)[N+](=O)[O-]